C(C)C(C(C)(C)C)(CC)C 3-ethyl-2,2,3-trimethylpentane